C(C)N1C(=CC(=C1CN1CCN(CC1)C1=CC=NC=C1)C)C(=O)O 1-ethyl-4-methyl-5-[[4-(4-pyridinyl)piperazin-1-yl]methyl]pyrrole-2-carboxylic acid